6-Amino-2-(2,8-diazaspiro[4.5]decan-2-yl)-5H-benzo[4',5']thiazolo-[3',2':1,6]pyrido[2,3-d]pyrimidin-5-one NC=1C(C2=C(N=C(N=C2)N2CC3(CC2)CCNCC3)N3C1SC1=C3C=CC=C1)=O